2-fluoro-5-((6-fluoro-4-(1-hydroxyprop-2-yn-1-yl)-1H-indol-5-yl)oxy)benzimidamide FC1=C(C(N)=N)C=C(C=C1)OC=1C(=C2C=CNC2=CC1F)C(C#C)O